C(C1=CC=CC=C1)OC1=NC(=CC=C1N(C1=CC(=C(C(=C1)F)N1CCN(CC1)C(=O)OC(C)(C)C)F)C)OCC1=CC=CC=C1 tert-butyl 4-[4-[(2,6-dibenzyloxy-3-pyridyl)-methyl-amino]-2,6-difluoro-phenyl]piperazine-1-carboxylate